ClC=1C=C(C=CC1OCC1=NC=CC=C1)NC1=C(C=NC2=CC(=C(C=C12)NC(\C=C\[C@@H]1N(CCC1)C)=O)OCC)C#N (E)-N-[4-[[3-chloro-4-(2-pyridinylmethoxy)phenyl]amino]-3-cyano-7-ethoxy-6-quinolyl]-3-[(2R)-1-methylpyrrolidin-2-yl]prop-2-enamide